NC1=NC(N(C2=CC(=CC=C12)OC(F)(F)F)C=1C(=C(C#N)C=CC1)C)=O 3-[4-amino-2-oxo-7-(trifluoromethoxy)quinazolin-1-yl]-2-methylbenzonitrile